FC(C(C(C(F)F)F)F)F 1,1,2,3,4,4-hexafluorobutane